CC1=C(C=NC=C1)N1[C@H]([C@H](CC1)NS(=O)(=O)C)CO[C@@H]1CC[C@@H](CC1)C1=CC=CC=C1 N-((2R,3S)-1-(4-methylpyridin-3-yl)-2-((((CIS)-4-phenylcyclohexyl)oxy)methyl)pyrrolidin-3-yl)methanesulfonamide